C(CCCCCCCCC)(=O)OCCCCCCCBr 7-bromoheptyl decanoate